(2S)-pentan CCCCC